ClC(C(=O)C(C(=O)N)(C)NC([C@H](CC1CCCCC1)NS(=O)(=O)CC1=CC=CC=C1)=O)F |r| (2-chloro-2-fluoro-acetyl)-[[rac-(2S)-2-(benzylsulfonylamino)-3-cyclohexyl-propionyl]amino]propionamide